(S)-3-(3-fluorophenyl)isoxazolidine-2-carboxylic acid tert-butyl ester C(C)(C)(C)OC(=O)N1OCC[C@H]1C1=CC(=CC=C1)F